O[C@@H](CC(=O)SCCNC(C=CNC(=O)[C@@H]1OC(OCC1(C)C)(C)C)=O)C N-(2-{[(3R)-3-hydroxybutanoyl]sulfanyl}ethyl)-3-{[(4R)-2,2,5,5-tetramethyl-1,3-dioxan-4-yl]formamido}propenamide